2-(6-(bis(2-ethylhexyl)amino)-2,6-dioxohexyl)-2-(3-(piperidin-1-yl)propanamido)propane-1,3-diyl bis(5-(bis(2-ethylhexyl)amino)-5-oxopentanoate) C(C)C(CN(C(CCCC(=O)OCC(COC(CCCC(=O)N(CC(CCCC)CC)CC(CCCC)CC)=O)(NC(CCN1CCCCC1)=O)CC(CCCC(=O)N(CC(CCCC)CC)CC(CCCC)CC)=O)=O)CC(CCCC)CC)CCCC